4,4-difluoro-2-(3-iodopropyl)pyrrolidine-2-carboxylic acid methyl ester COC(=O)C1(NCC(C1)(F)F)CCCI